BrC1=C(C=CC2=C1SC=1C(=NC=CC12)Cl)C 8-bromo-1-chloro-7-methylbenzo[4,5]thieno[2,3-c]pyridine